methyl 3-((4-bromophenyl) (methyl) amino)-3-oxopropanoate BrC1=CC=C(C=C1)N(C(CC(=O)OC)=O)C